7-bromo-2,4-dichloro-5-fluoro-quinazoline BrC1=CC(=C2C(=NC(=NC2=C1)Cl)Cl)F